NC1=C(C(=O)N[C@@H]2CC[C@H](CC2)O)C=C(C=N1)C1=CC2=CN(N=C2C=C1)C1CN(CC1)C1CCOCC1 2-amino-N-(trans-4-hydroxycyclohexyl)-5-(2-(1-(tetrahydro-2H-pyran-4-yl)pyrrolidin-3-yl)-2H-indazol-5-yl)nicotinamide